FC(CN1C(=NC=2C1=NC(=CC2)C=2C=CN1N=C(N=CC12)NC1CC(C1)(C)NC(C)=O)C)F N-((1r,3r)-3-((5-(3-(2,2-difluoroethyl)-2-methyl-3H-imidazo[4,5-b]pyridin-5-yl)pyrrolo[2,1-f][1,2,4]triazin-2-yl)amino)-1-methylcyclobutyl)acetamide